docosylmethylammonium bromide [Br-].C(CCCCCCCCCCCCCCCCCCCCC)[NH2+]C